7-((1,3-Dimethyl-1H-pyrrolo[2,3-b]pyridin-6-yl)oxy)-2-azaspiro[3.5]nonan CN1C=C(C=2C1=NC(=CC2)OC2CCC1(CNC1)CC2)C